1-(4-(1-amino-2,2,2-trifluoroethyl)indolin-1-yl)-2-((2-methyl-5-(3-methyl-1,2,4-thiadiazol-5-yl)phenyl)amino)ethan-1-one NC(C(F)(F)F)C1=C2CCN(C2=CC=C1)C(CNC1=C(C=CC(=C1)C1=NC(=NS1)C)C)=O